isopropyl (Z)-2-(4-((2H-tetrazol-5-yl)methoxy)benzylidene)-5-(4-chlorophenyl)-7-methyl-3-oxo-2,3-dihydro-5H-thiazolo[3,2-a]pyrimidine-6-carboxylate N=1NN=NC1COC1=CC=C(\C=C/2\C(N3C(=NC(=C(C3C3=CC=C(C=C3)Cl)C(=O)OC(C)C)C)S2)=O)C=C1